C[C@@H](C=O)CC=C (R)-2-METHYLPENT-4-ENAL